FC1=CC=C(C=C1)N1N=NC(=C1)[C@H](CC)N1C=C(C2=C1N=CN=C2N)C=2C(=NC=NC2)OC 7-{(1S)-1-[1-(4-fluorophenyl)-1H-1,2,3-triazol-4-yl]propyl}-5-(4-methoxypyrimidin-5-yl)-7H-pyrrolo[2,3-d]pyrimidin-4-amine